C(C)(C)C=1C=C2N(C(=NN(C2=O)CC(=O)OCC)OC)C1 ethyl 2-(7-isopropyl-4-methoxy-1-oxo-pyrrolo[1,2-d][1,2,4]triazin-2-yl)acetate